N-(5-bromo-2-hydroxyphenyl)-N'-(3-methylaminopropyl)oxamide BrC=1C=CC(=C(C1)NC(=O)C(=O)NCCCNC)O